[N+](=O)([O-])C=1C=NC=2CCC(CC2C1)O 3-nitro-5,6,7,8-tetrahydroquinolin-6-ol